C(C)(C)(C)OC(=O)N1CCC2(CC1)[C@@H](C=1C(=NC=C(C1)F)C2)NS(=O)C(C)(C)C (5S)-5-(tert-butylsulfinylamino)-3-fluoro-spiro[5,7-dihydro-cyclopenta[b]pyridine-6,4'-piperidine]-1'-carboxylic acid tert-butyl ester